CC=1C(=C2C(=NC1N1CC3(CN(C3)C(C=C)=O)CC1)CC(OC2)(C)C)C=2C(=C(C=C1C=NN(C21)C)C)C (P)-1-(6-(3,7,7-trimethyl-4-(1,5,6-trimethyl-1H-indazol-7-yl)-7,8-dihydro-5H-pyrano[4,3-b]pyridin-2-yl)-2,6-diazaspiro[3.4]octan-2-yl)-2-propen-1-one